COC=1C(=C(C(=CC1)C)C1=C2C(=NC(=C1)C(=O)N)C=NN2)C 7-(3-methoxy-2,6-dimethylphenyl)-1H-pyrazolo[4,3-b]pyridine-5-carboxamide